C1=CC=CC=2C3=CC=CC=C3N(C12)C1=CC=C(C=C1)C1=C(C(=C(C(=C1C1=CC(=NC(=C1)C1=CC=CC=C1)C1=CC=CC=C1)C1=CC=C(C=C1)N1C2=CC=C(C=C2C=2C=C(C=CC12)C)C)C1=CC=C(C=C1)N1C2=CC=CC=C2C=2C=CC=CC12)C1=CC=C(C=C1)N1C2=CC=CC=C2C=2C=CC=CC12)C#N 4'-(4-(9H-carbazol-9-yl)phenyl)-4,4''-di(9H-carbazol-9-yl)-6'-(4-(3,6-dimethyl-9H-carbazol-9-yl)phenyl)-5'-(2,6-diphenylpyridin-4-yl)-[1,1':2',1''-terphenyl]-3'-carbonitrile